O1C(OCC1)CCN1C2=NC(=NC(=C2N=C1)N1CCOCC1)C1=CC=C(C=C1)NC(=O)NC1=CC=NC=C1 1-(4-(9-(2-(1,3-dioxolan-2-yl)ethyl)-6-morpholinyl-9H-purin-2-yl)phenyl)-3-(pyridin-4-yl)urea